1-({5-Methyl-2-[5-(methylsulfonyl)-3,4'-bipyridin-2'-yl]-1H-imidazol-4-yl}carbonyl)azetidin-3-ol CC1=C(N=C(N1)C1=NC=CC(=C1)C=1C=NC=C(C1)S(=O)(=O)C)C(=O)N1CC(C1)O